5-fluoro-N-isopropyl-N-methyl-2-(3-(cis-4-morpholinylcyclohexyl)-1H-pyrrolo[2,3-c]pyridin-1-yl)benzamide FC=1C=CC(=C(C(=O)N(C)C(C)C)C1)N1C=C(C=2C1=CN=CC2)[C@@H]2CC[C@@H](CC2)N2CCOCC2